C1(CC1)N1C=NC2=C1C=C(C(=C2F)C#CC2=NN(C(=C2C(=O)N)NC)[C@@H]2CN(CC2)C(C=C)=O)F 3-[2-(1-cyclopropyl-4,6-difluoro-1,3-benzodiazol-5-yl)ethynyl]-5-(methylamino)-1-[(3S)-1-(prop-2-enoyl)pyrrolidin-3-yl]Pyrazole-4-carboxamide